N-{4-benzyl-1-[(4-methoxyphenyl)methyl]pyrazol-3-yl}-2-bromo-5-fluoropyridine-4-carboxamide C(C1=CC=CC=C1)C=1C(=NN(C1)CC1=CC=C(C=C1)OC)NC(=O)C1=CC(=NC=C1F)Br